5-(4-chloro-3,5-difluorophenyl)-7,7-dimethyl-6,7-dihydro-5H-pyrrolo[2,3-b]pyrazine ClC1=C(C=C(C=C1F)N1CC(C=2C1=NC=CN2)(C)C)F